2-Amino-5-fluoro-4-[5-fluoro-1-(3-methyl-3,6-diazabicyclo[3.1.1]heptan-6-yl)-7,9-dihydrofuro[3,4-f]quinazolin-6-yl]benzothiophene-3-carbonitrile NC=1SC2=C(C1C#N)C(=C(C=C2)F)C=2C1=C(C=3C(=NC=NC3C2F)N2C3CN(CC2C3)C)COC1